N-(3-(cyclopropylethynyl)-5-fluorophenyl)-7-fluoro-N-methyl-[1,2,4]triazolo[4,3-a]quinazolin-5-amine C1(CC1)C#CC=1C=C(C=C(C1)F)N(C1=NC=2N(C3=CC=C(C=C13)F)C=NN2)C